2-((2-hydroxyethyl)amino)-2-phenylcyclohexan-1-one hydrochloride Cl.OCCNC1(C(CCCC1)=O)C1=CC=CC=C1